Methyl 1-(bis(4-fluorophenyl)methyl)-4-(6-cyano-1-methyl-2-oxo-1,2-dihydro-1,5-naphthyridin-4-yl)piperazine-2-carboxylate FC1=CC=C(C=C1)C(N1C(CN(CC1)C1=CC(N(C2=CC=C(N=C12)C#N)C)=O)C(=O)OC)C1=CC=C(C=C1)F